OC1=C2C(C3(N(C2=CC=C1)CC)OC1=C(N=C3)C=CC=C1)(C)C hydroxy-ethyl-3',3'-dimethylspiro[2H-1,4-benzoxazine-2,2'-indoline]